BrC1=CC(=C(C(=O)NCCN2C[C@H](CC2)F)C(=C1)C)C (S)-4-bromo-N-(2-(3-fluoropyrrolidin-1-yl)ethyl)-2,6-dimethylbenzamide